(trans-2-hydroxycyclohexyl)-5-methyl-6-((6-(1-methyl-1H-pyrazol-3-yl)pyridin-3-yl)methyl)isoindolin-1-one O[C@H]1[C@@H](CCCC1)N1C(C2=CC(=C(C=C2C1)C)CC=1C=NC(=CC1)C1=NN(C=C1)C)=O